tert-butyl (2S)-2-{[({[(2S,5R)-6-benzyloxy-7-oxo-1,6-diazabicyclo[3.2.1]oct-2-yl]carbonyl}amino)oxy]methyl}azetidine-1-carboxylate C(C1=CC=CC=C1)ON1[C@@H]2CC[C@H](N(C1=O)C2)C(=O)NOC[C@H]2N(CC2)C(=O)OC(C)(C)C